3-(3-ethylpentadecan-3-yl)-1,2,4-oxadiazol-5(4H)-one C(C)C(CC)(CCCCCCCCCCCC)C1=NOC(N1)=O